O1CCN(CC1)CC(=O)NC(C(=O)N)CCC1=CC=CC=C1 2-(2-morpholinoacetamido)-4-phenylbutyramide